NC=1N=CC(=NC1OC(C)C1=C(C(=CC=C1F)F)Cl)C1=CC=C(C=C1)NS(=O)(=O)CCN1CCN(CC1)C(CO)=O 2-[4-(2-hydroxy-acetyl)-piperazin-1-yl]-ethanesulfonic acid (4-{5-amino-6-[1-(2-chloro-3,6-difluoro-phenyl)-ethoxy]-pyrazin-2-yl}-phenyl)-amide